N1=C2C(=CC=C1N1CCC(CC1)(C(=O)N1CCOC3=C(C1)C=NC=C3C#N)F)CNC2 4-[1-(6,7-dihydro-5H-pyrrolo[3,4-b]pyridin-2-yl)-4-fluoro-piperidine-4-carbonyl]-3,5-dihydro-2H-pyrido[3,4-f][1,4]oxazepine-9-Carbonitrile